O1CCN(CC1)C(CC)S(=O)(=O)O morpholinopropane-1-sulfonic acid